[Sn].[Sb]=O antimony oxide Tin